C1(CC1)COC=1C=C(CCC2=C3CC(NC3=CC=C2)=O)C=CC1OC(F)F 4-(3-(cyclopropylmethoxy)-4-(difluoromethoxy)phenethyl)indolin-2-one